CNC(=O)C1=NN(C=C1)C(=O)N1CCN(CC1)CC1=CC(=CC=C1)OC1=CC=CC=C1 N-methyl-1-(4-(3-phenoxybenzyl)piperazine-1-carbonyl)-1H-pyrazole-3-carboxamide